(4-((methacryloyloxy)methyl)phenyl)(p-tolyl)iodonium C(C(=C)C)(=O)OCC1=CC=C(C=C1)[I+]C1=CC=C(C=C1)C